F[C@H]1[C@H](O[C@@H]2[C@@H]1OP(OC2)(=O)OCC2=C(C=CC=C2)CO)N2C(NC(C(=C2)C)=O)=O 1-((4aS,6S,7R,7aS)-7-Fluoro-2-((2-(hydroxymethyl)benzyl)oxy)-2-oxidotetrahydro-4H-furo[3,2-d][1,3,2]dioxaphosphinin-6-yl)-5-methylpyrimidine-2,4(1H,3H)-dione